(4-bromo-3-chloropyridin-2-yl)(tert-butoxycarbonyl)carbamic acid tert-butyl ester C(C)(C)(C)OC(N(C(=O)OC(C)(C)C)C1=NC=CC(=C1Cl)Br)=O